CC1=C(C=CC(=C1)C)C1=NC=NC(=N1)C1=C(C=C(C=C1)C)C 4,6-bis(2',4-dimethylphenyl)-1,3,5-triazine